β-alanine hydroxysuccinimidyl ester OC1C(=O)N(C(C1)=O)OC(CCN)=O